COC1=NC=NC2=C1N(C=1C=CC(=CC21)[C@H](C)N2CCN(CC2)C)CC(F)(F)F (s)-4-methoxy-8-(1-(4-methylpiperazin-1-yl)ethyl)-5-(2,2,2-trifluoroethyl)-5H-pyrimido[5,4-b]indole